CC1=C(C(=CC=C1)C)C 1,2,3-Trimethylbenzene